NC=1N=NC(=CC1N1N=CC(=C1)N1C(CN(CC1)C(=O)OC(C)(C)C)=O)C1=C(C=CC=C1)OCC1=CC=CC=C1 tert-butyl 4-[1-[3-amino-6-(2-benzyloxyphenyl)pyridazin-4-yl]pyrazol-4-yl]-3-oxo-piperazine-1-carboxylate